N-(4-(2-amino-5-methylpyrimidin-4-yl)phenyl)-6,7-dimethoxyquinazolin-4-amine NC1=NC=C(C(=N1)C1=CC=C(C=C1)NC1=NC=NC2=CC(=C(C=C12)OC)OC)C